C(C)OC([C@H](CC1=CC=CC=C1)NC)=O (S)-ethyl-2-(methylamino)-3-phenylpropionate